Cl.ClC1=CC(=NC=C1)C(=O)Cl 4-chloropicolinoyl chloride hydrochloride salt